3-[[(1R)-1-[2-[6-(Difluoro-methyl)-2-pyridyl]-3,6-dimethyl-4-oxo-chromen-8-yl]ethyl]amino]-N'-hydroxy-6-methyl-pyridine-2-carboxamidine FC(C1=CC=CC(=N1)C=1OC2=C(C=C(C=C2C(C1C)=O)C)[C@@H](C)NC=1C(=NC(=CC1)C)C(=NO)N)F